FC1=CC=NC2=CC=C(C=C12)C(=O)O (E)-4-fluoro-6-quinolinecarboxylic acid